rac-(1r,4r)-4-((5-fluoro-4-(3-(2-oxopiperidin-1-yl)phenyl)pyrimidin-2-yl)amino)cyclohexane-1-carboxylic acid FC=1C(=NC(=NC1)NC1CCC(CC1)C(=O)O)C1=CC(=CC=C1)N1C(CCCC1)=O